3,8-difluoro-6-((S)-1-hydroxy-2-((3aS,5S,6aR)-3a-hydroxy-5-phenoxyhexahydrocyclopenta[c]pyrrol-2(1H)-yl)ethyl)quinolin-2(1H)-one FC=1C(NC2=C(C=C(C=C2C1)[C@@H](CN1C[C@@H]2[C@](C1)(C[C@H](C2)OC2=CC=CC=C2)O)O)F)=O